2-(2-pyrimidin-2-ylpyrimidin-5-yl)-3,4-dihydro-1H-isoquinoline-7-carbonitrile N1=C(N=CC=C1)C1=NC=C(C=N1)N1CC2=CC(=CC=C2CC1)C#N